tris(dibenzylideneacetone) dipalladium(II) [Pd+2].[Pd+2].C(C1=CC=CC=C1)=CC(=O)C=CC1=CC=CC=C1.C(C1=CC=CC=C1)=CC(=O)C=CC1=CC=CC=C1.C(C1=CC=CC=C1)=CC(=O)C=CC1=CC=CC=C1